C1(=C(C(=CC=C1)C)C)C=1NC=CN1 xylylimidazole